ONC(C1=CC=C(C(=O)NO)C=C1)=O N1,N4-dihydroxyterephthalamide